CS(=O)(=O)OCC=1C=CC=C2C(=CN=CC12)F (4-fluoroisoquinolin-8-yl)methyl methanesulfonate